6,9-dibromo-2-(4-bromophenyl)-1-(4-(tert-butyl)phenyl)-1H-phenanthro[9,10-d]imidazole BrC=1C=CC2=C(C1)C1=CC(=CC=C1C=1N(C(=NC12)C1=CC=C(C=C1)Br)C1=CC=C(C=C1)C(C)(C)C)Br